2-(4-hydroxybenzoyl)-benzoic acid OC1=CC=C(C(=O)C2=C(C(=O)O)C=CC=C2)C=C1